ClC1=CC(=C2C(=N1)C(=CN2C(F)F)I)N(C(OC(C)(C)C)=O)CC=2OC=CC2 tert-Butyl (5-chloro-1-(difluoromethyl)-3-iodo-1H-pyrrolo[3,2-b]pyridin-7-yl)(furan-2-ylmethyl)carbamate